C(CCCCCCCCCCC)C(C(=O)[O-])(CC(=O)[O-])S(=O)(=O)O.[Na+].[Na+].C(C)N(C(C1=CC=C(C=C1)N)=O)CC N,N-diethyl-4-aminobenzamide disodium lauryl-sulfosuccinate